methyl 8-[benzyl-(8-methoxy-8-oxo-octyl)amino]octanoate C(C1=CC=CC=C1)N(CCCCCCCC(=O)OC)CCCCCCCC(=O)OC